C(C)C=1C2=C(S(C1C#CCNC1=C(C=C(C(=C1)F)S(=O)(=O)C)OC)=O)C=CC=C2 3-ethyl-2-(3-((5-fluoro-2-methoxy-4-(methylsulfonyl)phenyl)amino)prop-1-yn-1-yl)-1-oxidobenzo[b]thiophen